FC1=CC(=C(C#N)C=C1)NC=1C=NC=2CCN(CC2C1)C=1C(=CC=2N(N1)C(C=CN2)=O)C 4-fluoro-2-((6-(8-methyl-4-oxo-4H-pyrimido[1,2-b]pyridazin-7-yl)-5,6,7,8-tetrahydro-1,6-naphthyridin-3-yl)amino)benzonitrile